((1R,5S)-8-(5-bromo-4-cyano-6-methylpyrimidin-2-yl)-8-azabicyclo[3.2.1]oct-3-yl)carbamic acid tert-butyl ester C(C)(C)(C)OC(NC1C[C@H]2CC[C@@H](C1)N2C2=NC(=C(C(=N2)C#N)Br)C)=O